C(C)(C)(C)OC(=O)N1CC2(N(C3=NC=CC=C3CC2)Cl)CC1 chloro-3',4'-dihydro-1'H-spiro[pyrrolidine-3,2'-[1,8]naphthyridine]-1-carboxylic acid tert-butyl ester